3-bromo-2-fluoro-thiophene BrC1=C(SC=C1)F